ClC=1C=C(N2N=C(N=CC21)NC=2C(=NN(C2)C2CS(C2)(=O)=O)C)C2CC2 3-(4-((5-chloro-7-cyclopropylpyrrolo[2,1-f][1,2,4]triazin-2-yl)amino)-3-methyl-1H-pyrazol-1-yl)thietane 1,1-dioxide